O[Se](=O)[O-] The molecule is a selenium oxoanion. It is a conjugate base of a selenous acid. It is a conjugate acid of a selenite(2-).